BrC=1C=C(SC1)CC(=O)NC1=CC=C(C=C1)CNC1=NC(=NC(=C1)C)N1CCCC1 2-(4-bromothiophen-2-yl)-N-(4-(((6-methyl-2-(pyrrolidin-1-yl)pyrimidin-4-yl)amino)methyl)phenyl)acetamide